1-(methylsulfonamidomethyl)cyclopropane-1-carboxamide CS(=O)(=O)NCC1(CC1)C(=O)N